ClC=1C=C(COC=2C=C3CCC(C3=CC2)N2CC(C2)C(=O)O)C=CC1C 1-(5-((3-chloro-4-methylbenzyl)oxy)-2,3-dihydro-1H-inden-1-yl)-azetidine-3-carboxylic acid